6-fluoro-N-((3S,4R)-3-fluoro-1-(oxetan-3-yl-3-d)piperidin-4-yl)-5-(1-(2-fluoroethyl)-1H-benzo[d][1,2,3]triazol-6-yl)-4-methoxypyrrolo[2,1-f][1,2,4]triazin-2-amine FC=1C(=C2C(=NC(=NN2C1)N[C@H]1[C@H](CN(CC1)C1(COC1)[2H])F)OC)C=1C=CC2=C(N(N=N2)CCF)C1